aluminum (ii) (2S,Z)-4-(4-bromophenyl)-4-fluoro-2-(2-((1S)-1-((tetrahydro-2H-pyran-2-yl)oxy)ethyl)-1H-imidazol-1-yl)but-3-en-1-ol BrC1=CC=C(C=C1)/C(=C/[C@@H](CO)N1C(=NC=C1)[C@H](C)OC1OCCCC1)/F.[Al+2]